NC1=CC=C(C=C1)C=1OC=C(N1)C(=O)NC1CCCCC1 2-(4-Aminophenyl)-N-cyclohexyloxazole-4-carboxamide